C1(=CC=CC=C1)S(=O)(=O)C1=NON=C1S(=O)(=O)C1=CC=CC=C1 3,4-diphenylsulfonyl-furazan